1-glucosyl-glycerol C1([C@H](O)[C@@H](O)[C@H](O)[C@H](O1)CO)OCC(O)CO